S(=O)(=O)(C#N)C#N sulphuric acid, cyanide